OC1=CC=C(C=C1)C1(CC(CC(C1)C)(C)C)C1=CC=C(C=C1)O 1,1-bis(4-hydroxy-phenyl)3,3,5-trimethyl-cyclohexane